C(C1=CC=CC=C1)N1CC2(C1)CCCCC2 2-benzyl-2-azaspiro[3.5]nonane